potassium 1-(tert-butoxycarbonyl)-4-fluoropiperidine-4-carboxylate C(C)(C)(C)OC(=O)N1CCC(CC1)(C(=O)[O-])F.[K+]